dinitro-2,6-naphthalenedicarboxylic acid [N+](=O)([O-])C=1C(=C(C2=CC=C(C=C2C1)C(=O)O)[N+](=O)[O-])C(=O)O